8,8,8-trifluoro-N-hydroxy-2-methyloctanimidamide FC(CCCCCC(C(NO)=N)C)(F)F